[OH-].[N+](=O)([O-])[O-].[Al+3].[Ca+2] calcium aluminum nitrate hydroxide